FC([C@H]1[C@H](C1)C(=O)NC=1N=CC2=C(N=CC(=C2C1)C1=NN2C(C=CC(=C2)N2CCOCC2)=N1)NC)F (1s,2r)-2-(difluoromethyl)-N-(8-(methylamino)-5-(6-morpholino-[1,2,4]triazolo[1,5-a]pyridin-2-yl)-2,7-naphthyridin-3-yl)cyclopropane-1-carboxamide